sodium 3-hydroxyadamantane OC12CC3CC(CC(C1)C3)C2.[Na]